ClC1=C(C=2N(C=C1)C(=CN2)C=2N=NC(=C(C2)C2CC2)O)C(=O)OC methyl 7-chloro-3-(5-cyclopropyl-6-hydroxypyridazin-3-yl)imidazo[1,2-a]pyridine-8-carboxylate